ClC=1C=C(C=CC1C(=O)N1CCN(CC1)C(=O)C1CCNCC1)NC(=O)C=1N(C(=CN1)C1=C2C=CNC2=CC=C1)C N-[3-chloro-4-[4-(piperidine-4-carbonyl)piperazine-1-carbonyl]phenyl]-5-(1H-indol-4-yl)-1-methyl-imidazole-2-carboxamide